Ethyl-{[3-({5-[3-amino-2,6-dioxo-4-(trifluoromethyl)-3,6-dihydropyrimidin-1(2H)-yl]-2-chloro-4-fluorophenyl} sulfanyl)pyridin-2-yl]oxy}acetat C(C)OC(COC1=NC=CC=C1SC1=C(C=C(C(=C1)N1C(N(C(=CC1=O)C(F)(F)F)N)=O)F)Cl)=O